4-(4-Chloro-2-fluoro-5-methoxyphenyl)piperidine ClC1=CC(=C(C=C1OC)C1CCNCC1)F